methyl 3-(9-((1-(bis(tert-butoxycarbonyl)amino)-4-fluoroisoquinolin-6-yl)carbamoyl)-4,5-dihydrobenzo[b]thieno[2,3-d]oxepin-8-yl)-6-(propylcarbamoyl)picolinate C(C)(C)(C)OC(=O)N(C1=NC=C(C2=CC(=CC=C12)NC(=O)C1=CC2=C(OCCC3=C2SC=C3)C=C1C=1C(=NC(=CC1)C(NCCC)=O)C(=O)OC)F)C(=O)OC(C)(C)C